O=C1C(=C(N=C2N1C=CC(=C2)C(=O)O)C(F)(F)F)C=2C=NN(C2)CC(C(F)(F)F)(F)F 4-oxo-3-(1-(2,2,3,3,3-pentafluoropropyl)-1H-pyrazol-4-yl)-2-(trifluoromethyl)-4H-pyrido[1,2-a]pyrimidine-8-carboxylic acid